C(C)(C)(C)OC(=O)N1CCN(CC1)C1=CC=C(C=C1)N1C(NC=2C=NC=3C=CC(=CC3C21)Br)=O 4-(4-(8-bromo-2-oxo-2,3-dihydro-1H-imidazo[4,5-c]quinolin-1-yl)phenyl)piperazine-1-carboxylic acid tert-butyl ester